(S)-2-amino-3-(7-(5-(aminomethyl)pyridin-2-yl)-1H-indol-3-yl)propanoic acid N[C@H](C(=O)O)CC1=CNC2=C(C=CC=C12)C1=NC=C(C=C1)CN